2,N-dicyclohexyl-2-[2-(5-fluoro-1H-indol-2-yl)-benzimidazol-1-yl]-acetamide C1(CCCCC1)C(C(=O)NC1CCCCC1)N1C(=NC2=C1C=CC=C2)C=2NC1=CC=C(C=C1C2)F